BrC1=NO[C@H](C1)C=1C=CC(=C(C1)NC1=NC=CC(=C1)C(F)(F)F)C N-[5R-(3-Bromo-4,5-dihydroisoxazol-5-yl)-2-methyl-phenyl]-4-(trifluoromethyl)pyridin-2-amine